DIMETHYLSULFAMOYL CHLORIDE CN(S(=O)(=O)Cl)C